FC=1C=C(C=CC1)C(O)=[Se] 3-fluorobenzeneselenic acid